(E)-5,6-dibromo-1-propyl-2-styryl-1H-benzimidazole BrC1=CC2=C(N(C(=N2)\C=C\C2=CC=CC=C2)CCC)C=C1Br